4-METHOXYCYCLOHEXANECARBOXAMIDE COC1CCC(CC1)C(=O)N